O[C@@H]1C[C@H](N(C1)C([C@H](C(C)C)C1=CC(=NO1)N1CCN(CC1)CC(=O)O)=O)C(N[C@@H](C)C1=CC=C(C=C1)C1=C(N=CS1)C)=O (4-{5-[(2R)-1-[(2S,4R)-4-hydroxy-2-{[(1S)-1-[4-(4-methyl-1,3-thiazol-5-yl)phenyl]ethyl]carbamoyl}pyrrolidin-1-yl]-3-methyl-1-oxobutan-2-yl]-1,2-oxazol-3-yl}piperazin-1-yl)acetic acid